BrC1=C(C(=C(C(=C1F)C(F)(F)F)F)C(F)(F)F)F 1-bromo-2,4,6-trifluoro-3,5-bis-trifluoromethyl-benzene